C(C)OC1=CC=C(C=C1)C1=CN=CC(=N1)C(=O)N/N=C/C1=C(C(=CC(=C1)OC)OC)O (E)-6-(4-ethoxyphenyl)-N'-(2-hydroxy-3,5-dimethoxybenzylidene)pyrazine-2-carbohydrazide